C(C)N1N=C(C(=C1C)C1=NN2C(=NC=3C(=CC=CC3C2=N1)C(F)(F)F)NC=1C(N=CC=CC1)=O)C (3R)-3-{[2-(1-Ethyl-3,5-dimethyl-1H-pyrazol-4-yl)-7-(trifluoromethyl)[1,2,4]triazolo[1,5-c]quinazolin-5-yl]amino}azepin-2-one